C1(CCCC1)NC1=CC(=C2C(NC(=NC2=C1)CSC1CCN(CC1)CC(=O)NCCCCCCNC1=C2C(N(C(C2=CC=C1)=O)C1C(NC(CC1)=O)=O)=O)=O)F 2-(4-(((7-(Cyclopentylamino)-5-fluoro-4-oxo-3,4-dihydroquinazolin-2-yl)methyl)thio)piperidin-1-yl)-N-(6-((2-(2,6-dioxopiperidin-3-yl)-1,3-dioxoisoindolin-4-yl)amino)hexyl)acetamide